ClC=1C(=NC(=NC1)NC1CCOCC1)C1=CC=C2CN(C(C2=C1)=O)CC(=O)N[C@H](CO)C1=CC=C(C=C1)C1CC1 2-(6-{5-chloro-2-[(oxan-4-yl)amino]pyrimidin-4-yl}-1-oxo-2,3-dihydro-1H-isoindol-2-yl)-N-[(1S)-1-(4-cyclopropylphenyl)-2-hydroxyethyl]acetamide